C(C)(=O)OCC(COC1=C(C=C(C=C1)S(=O)(=O)C1=CC(=C(C=C1)OCC(CCl)OC(C)=O)Cl)Cl)OC(C)=O 3-(4-((4-(2-acetoxy-3-chloropropoxy)-3-chlorophenyl)sulfonyl)-2-chlorophenoxy)propane-1,2-diyl diacetate